C[C@H]1CCNC1 (3R,4S)-4-methylpyrrolidin